1,3-dimethoxy-1-[[4-[5-(tri-fluoromethyl)-1,2,4-oxadiazol-3-yl]phenyl]methyl]urea CON(C(=O)NOC)CC1=CC=C(C=C1)C1=NOC(=N1)C(F)(F)F